(R/S)-2-(4-(dimethylamino)phenyl)-4-((1-(hydroxymethyl)cyclobutyl)amino)-6,7-dihydrothieno[3,2-d]pyrimidine 5-oxide CN(C1=CC=C(C=C1)C=1N=C(C2=C(N1)CC[S@]2=O)NC2(CCC2)CO)C |r|